(3R,4R,5S)-5-((benzoyloxy)methyl)-4-(2-(benzyloxy)ethyl)tetrahydrofuran C(C1=CC=CC=C1)(=O)OC[C@@H]1[C@@H](CCO1)CCOCC1=CC=CC=C1